C(OCCCC)(OCN1C(CCC2=CC=C(C=C12)CCN1CCN(CC1)C1=CC(=CC=2SC=CC21)F)=O)=O butyl ((7-(2-(4-(6-fluorobenzo[b]thiophen-4-yl)piperazin-1-yl)ethyl)-2-oxo-3,4-dihydroquinolin-1(2H)-yl)methyl) carbonate